tert-butyl 3-(2-(2-(2-((2-(2,6-dioxopiperidin-3-yl)-1,3-dioxoisoindolin-4-yl) amino)ethoxy)ethoxy)ethoxy)propanoate O=C1NC(CCC1N1C(C2=CC=CC(=C2C1=O)NCCOCCOCCOCCC(=O)OC(C)(C)C)=O)=O